FC=1C=2N(C=C(C1)C=1N=C(C3=C(N1)C=CN(C3=O)C3CCN(CC3)C(=O)OC(C)(C)C)C)C=C(N2)C tert-butyl 4-[2-(8-fluoro-2-methyl-imidazo[1,2-a]pyridin-6-yl)-4-methyl-5-oxo-pyrido[4,3-d]pyrimidin-6-yl]piperidine-1-carboxylate